C(C)(C)(C)OC(=O)N1CCN(CC1)CC1=CC=C(C=C1)[C@H](C)NC=1N=CC2=C(N1)N(C(C=C2)=O)CC.CC(C)(O)C dimethyl-hydroxyethane tert-butyl-4-(4-{(1S)-1-[(8-ethyl-7-oxo-7,8-dihydropyrido[2,3-d]pyrimidin-2-yl)amino]ethyl}benzyl)piperazine-1-carboxylate